methyl (Z)-2-fluoro-3-(N'-hydroxycarbamimidoyl)-5-methoxybenzoate FC1=C(C(=O)OC)C=C(C=C1/C(/N)=N/O)OC